2-ethoxy-5-hydroxybenzaldehyde C(C)OC1=C(C=O)C=C(C=C1)O